3-((8-chloro-1-(2,6-dichloro-4-(2-hydroxyethoxy)phenyl)-2-methyl-4-oxo-1,4-dihydro-1,6-naphthyridin-5-yl)oxy)-1-(methylamino)-1-oxopropan-2-yl dihydrogen phosphate P(=O)(OC(C(=O)NC)COC1=C2C(C=C(N(C2=C(C=N1)Cl)C1=C(C=C(C=C1Cl)OCCO)Cl)C)=O)(O)O